N-(4-((4-methylpiperazin-1-yl)methyl)-3-(trifluoromethyl)phenyl)acetamide 1-ethyl-2-methylpropyl-crotonate C(C)C(C(C)C)OC(\C=C\C)=O.CN1CCN(CC1)CC1=C(C=C(C=C1)NC(C)=O)C(F)(F)F